O=C1[C@H]2[C@@H]3CC[C@H]([C@@H](CCC(=O)NCCS(=O)(=O)O)C)[C@]3(CC[C@@H]2[C@]2(CCCC[C@H]2C1)C)C 7-oxo-5β-cholanoyltaurine